N1[C@@](CCCN)(C(=O)O)CCCCCCCCCCC1 undecanoornithine